C(#N)CCC=1C=C2C(=C(C(=NC2=C(C1C1=C(C(=CC=C1)Cl)Cl)F)C)I)N[C@H]1[C@H]2CN([C@@H]1C2)C(=O)OCCCC butyl (1R,4R,5S)-5-(((Ra)-6-(2-cyanoethyl)-7-(2,3-dichlorophenyl)-8-fluoro-3-iodo-2-methylquinolin-4-yl)amino)-2-azabicyclo[2.1.1]hexane-2-carboxylate